C(CCCCC)C1=C(C(N(C1=O)C1=CC=C(C=C1)C)=O)CC(=O)OCC Ethyl 2-(4-hexyl-2,5-dioxo-1-(p-tolyl)-2,5-dihydro-1H-pyrrol-3-yl)acetate